ClC1=CC(=NC=C1)[C@H]1[C@@H](C1)C(=O)N (1R,2R)-2-(4-chloropyridin-2-yl)cyclopropane-1-carboxamide